2-amino-6-(2-chloro-4,5-dimethoxy-phenyl)pyrazine NC1=NC(=CN=C1)C1=C(C=C(C(=C1)OC)OC)Cl